N-(5-(4-chloro-2-(3-(3-(dimethylamino)propoxy)phenyl)-1H-pyrrolo[2,3-b]pyridin-3-yl)-2-methylphenyl)acrylamide ClC1=C2C(=NC=C1)NC(=C2C=2C=CC(=C(C2)NC(C=C)=O)C)C2=CC(=CC=C2)OCCCN(C)C